BrC1=CC=C(S1)C1NC=2C=CC3=C(C2C=2CC(CC(C12)=O)(C)C)C=CC=C3 5-(5-bromothiophen-2-yl)-2,2-dimethyl-2,3,5,6-tetrahydrobenzo[a]phenanthridin-4(1H)-one